(R)-2-(5-((4-((1-(3-(1,1-difluoro-2-hydroxyethyl)-2-Methylphenyl)ethyl)amino)-2-methylquinazolin-6-yl)(methyl)amino)-2-methoxypyridin-3-yl)-N,N-dimethyl-Acetamide formate C(=O)O.FC(CO)(F)C=1C(=C(C=CC1)[C@@H](C)NC1=NC(=NC2=CC=C(C=C12)N(C=1C=C(C(=NC1)OC)CC(=O)N(C)C)C)C)C